ClC1=C(C=CC(=C1)C1=NN(C2=C1C=NC=1C=CC(=CC21)OC)C2=CC(=C(C=C2)C)C)N2CCOCC2 4-{2-chloro-4-[1-(3,4-dimethylphenyl)-8-methoxy-1H-pyrazolo[4,3-c]quinolin-3-yl]phenyl}morpholine